6-(3-(1H-Pyrrol-1-yl)phenyl)-5,7-dimethyl-2-(pyridin-2-yl)-2,6-dihydro-1H-pyrrolo[3,4-d]pyridazin-1-one N1(C=CC=C1)C=1C=C(C=CC1)N1C(=C2C(N(N=CC2=C1C)C1=NC=CC=C1)=O)C